bromopiperidine-2,6-dione BrN1C(CCCC1=O)=O